C(=O)=C1C=CN=C1 4-carbonyl-pyrrole